BrC1=C(C=C(C=C1OCC1=CC=CC=C1)C=C1CCC1)OCC1=CC=CC=C1 (((2-Bromo-5-(cyclobutylidenemethyl)-1,3-phenylene)bis(oxy))bis(methylene))dibenzene